C1(CCCC1)N1N=CC2=CC=C(C=C12)N cyclopentyl-1H-indazol-6-amine